O=C1NC(CCC1N1C(C2=CC=CC(=C2C1=O)F)=O)=O 2-(2,6-dioxo-3-piperidyl)-4-fluoro-isoindoline-1,3-dione